(2R,3E,7Z,10S,12S,13E)-10-hydroxy-2-methoxy-12-(methoxymethoxy)-11,11-dimethylpentadeca-3,7,13-trien O[C@@H](C\C=C/CC/C=C/[C@@H](C)OC)C([C@H](\C=C\C)OCOC)(C)C